C(CCCCC)(=O)OCCC(C)OC(CCCCC)=O 1,3-butanediol dihexanoate